(E)-7-(Benzyloxy)-2-(3-(3-ethoxy-3-oxoprop-1-en-1-yl)phenyl)-5,5-difluoro-2,6,6-trimethylheptanoic acid C(C1=CC=CC=C1)OCC(C(CCC(C(=O)O)(C)C1=CC(=CC=C1)\C=C\C(=O)OCC)(F)F)(C)C